2-(3-(3-((R)-fluoro(4-methyl-4H-1,2,4-triazol-3-yl)methyl)oxetan-3-yl)phenyl)-6-(((R)-2-isopropylpiperazin-1-yl)methyl)-4-(trifluoromethyl)isoindolin-1-one F[C@H](C1(COC1)C=1C=C(C=CC1)N1C(C2=CC(=CC(=C2C1)C(F)(F)F)CN1[C@@H](CNCC1)C(C)C)=O)C1=NN=CN1C